tert-butyl 5-(6-bromo-3-fluoro-2-pyridyl)-3,6-dihydro-2H-pyridine-1-carboxylate BrC1=CC=C(C(=N1)C1=CCCN(C1)C(=O)OC(C)(C)C)F